tert-butylhexadecyloxy phosphate P(=O)(OOC(CCCCCCCCCCCCCCC)C(C)(C)C)([O-])[O-]